C(C1=CC=CC=C1)N1S(N(C[C@H]1C(=O)OC)C)(=O)=O methyl (3S)-2-benzyl-5-methyl-1,1-dioxo-1,2,5-thiadiazolidine-3-carboxylate